dimethoxyaluminum CO[Al]OC